N-[(1S,2R)-1-[(1R,2S,5S)-6,6-dimethyl-2-[[[(3S)-2-oxopyrrolidin-3-yl]methylamino]carbamoyl]-3-azabicyclo[3.1.0]hexane-3-carbonyl]-2-methyl-butyl]-2,2,2-trifluoro-acetamide CC1([C@H]2CN([C@@H]([C@@H]12)C(NNC[C@H]1C(NCC1)=O)=O)C(=O)[C@H]([C@@H](CC)C)NC(C(F)(F)F)=O)C